ClC1=C(C=C2C(=C(N(C2=C1F)C)C1=NNC(=N1)C(=O)N1CC(CC1)O)N1C=NC=C1)OC (3-(6-chloro-7-fluoro-3-(1H-imidazol-1-yl)-5-methoxy-1-methyl-1H-indol-2-yl)-1H-1,2,4-triazol-5-yl)(3-hydroxypyrrolidin-1-yl)methanone